3-(5-chloro-7-([(furan-2-yl)methyl]amino)-3-methylthieno[3,2-b]pyridin-2-yl)-N-(3-chlorophenyl)-D-alaninamide hydrochloride Cl.ClC1=CC(=C2C(=N1)C(=C(S2)C[C@@H](N)C(=O)NC2=CC(=CC=C2)Cl)C)NCC=2OC=CC2